C1(CC1)C=1C=C(C(=NC1)C(=O)N([C@@H]1CNC[C@@H](C1)C1=NC(=NO1)C)CC(C)C)NC1CC(C1)OC 5-cyclopropyl-N-isobutyl-3-(((1r,3s)-3-methoxycyclobutyl)amino)-N-((3s,5r)-5-(3-methyl-1,2,4-oxadiazol-5-yl)piperidin-3-yl)pyridinecarboxamide